(R)-3-(N-(2-(3-fluoropiperidin-1-yl)-5-(tetrazol-1-yl)phenyl)sulfamoyl)-4-methoxybenzoic acid F[C@H]1CN(CCC1)C1=C(C=C(C=C1)N1N=NN=C1)NS(=O)(=O)C=1C=C(C(=O)O)C=CC1OC